CN(C1=C(C=C2C(C(=CN(C2=N1)C1=C(C=C(C=C1F)F)F)C(=O)NC(C(F)(F)F)(C)C)=O)F)C 7-(Dimethylamino)-6-fluoro-4-oxo-N-(1,1,1-trifluoro-2-methylpropan-2-yl)-1-(2,4,6-trifluoro-phenyl)-1,4-dihydro-1,8-naphthyridine-3-carboxamide